Cl.NC(C(=O)N1CCN(CC1)C(=O)NC1=NC(N(C=C1)C1=CC=C(C=C1)CC(C)N1C[C@@H](CC1)CN)=O)(C)C 4-(2-Amino-2-methylpropanoyl)-N-(1-(4-(2-((S)-3-(aminomethyl)pyrrolidin-1-yl)propyl)phenyl)-2-oxo-1,2-dihydropyrimidin-4-yl)piperazine-1-carboxamide hydrochloride salt